C(C)(C)(C)N(C(O)=O)[C@H]1C[C@@H](CCC1)O.FC1C(C1)C(=O)NC=1SC2=C(N1)C=CC(=C2)C2=C1C=CNC1=CC(=C2C)F 2-fluoro-N-(6-(6-fluoro-5-methyl-1H-indol-4-yl)benzo[d]thiazol-2-yl)cyclopropane-1-carboxamide tert-butyl-((1R,3R)-3-hydroxycyclohexyl)carbamate